1-[4-(azetidin-3-yl)phenyl]-3-(trifluoromethyl)azetidine N1CC(C1)C1=CC=C(C=C1)N1CC(C1)C(F)(F)F